1-(4-((2-(2,6-dioxopiperidin-3-yl)-1,3-dioxoisoindolin-4-yl)amino)butyl)-N4-(2-(((S)-2-methylpyrrolidin-1-yl)methyl)-1H-benzo[d]imidazol-5-yl)terephthalamide O=C1NC(CCC1N1C(C2=CC=CC(=C2C1=O)NCCCCC1(C(=O)N)CC=C(C(=O)NC2=CC3=C(NC(=N3)CN3[C@H](CCC3)C)C=C2)C=C1)=O)=O